C(C)(=O)ON=C(C(=O)C1=CC=C(C=C1)SC1=CC=CC=C1)CC1CCCCC1 2-[(Acetyloxy)imino]-3-cyclohexyl-1-[4-(phenylsulfanyl)phenyl]propan-1-one